CN1C=C(C=2C=C3C(=CC12)OCO3)C(C(=O)OCC)=O ethyl 2-(5-methyl-2H,5H-[1,3]dioxolo[4,5-f]indol-7-yl)-2-oxoacetate